1-(2-Methoxyethyl)-2-((4-(6-((1-oxo-1,3-dihydroisobenzofuran-5-yl)methoxy)pyridin-2-yl)piperidin-1-yl)methyl)-1H-benzo[d]imidazole-6-carboxylic acid COCCN1C(=NC2=C1C=C(C=C2)C(=O)O)CN2CCC(CC2)C2=NC(=CC=C2)OCC=2C=C1COC(C1=CC2)=O